(E)-1,2,4-oxadiazole O1N=CN=C1